The molecule is a 1,2-diacyl-sn-glycero-3-phosphocholine in which 1 and 2-acyl groups are specified as palmitoyl (hexadecanoyl) and (10E)-9-hydroperoxyoctadecenoyl respectively. It derives from a 9-hydroperoxy-10E-octadecenoic acid and a hexadecanoic acid. CCCCCCCCCCCCCCCC(=O)OC[C@H](COP(=O)([O-])OCC[N+](C)(C)C)OC(=O)CCCCCCCC(/C=C/CCCCCCC)OO